NC1=C(C=C(C=N1)NC(C(=O)N1[C@H](CC[C@@H](C1)C)C=1C=CC2=C(N=C(S2)CN(C)C)C1)=O)C1CC1 N-(6-amino-5-cyclopropyl-3-pyridyl)-2-[(2R,5S)-2-[2-[(dimethylamino)methyl]-1,3-benzothiazol-5-yl]-5-methyl-1-piperidyl]-2-oxo-acetamide